(3aS,6aS)-5-(4-chloro-3,5-difluoro-1H-indole-2-carbonyl)-2-methylhexahydropyrrolo[3,4-c]pyrrol-1(2H)-one ClC1=C2C(=C(NC2=CC=C1F)C(=O)N1C[C@@H]2[C@H](C1)CN(C2=O)C)F